9-[(Trimethylsilyl)oxy]-3-azaspiro[5.5]undec-8-ene-3-carboxylic acid tert-butyl ester C(C)(C)(C)OC(=O)N1CCC2(CC1)CC=C(CC2)O[Si](C)(C)C